COC1=NSC(=N1)NC(=O)N1CCC12CN(CC2)C=2C1=C(N=CN2)N(C=C1)COCC[Si](C)(C)C N-(3-methoxy-1,2,4-Thiadiazol-5-yl)-6-(7-((2-(trimethylsilyl)ethoxy)methyl)-7H-pyrrolo[2,3-d]pyrimidine-4-yl)-1,6-diazaspiro[3.4]octane-1-carboxamide